C(C1=CC=CC=C1)N1C[C@H](OCC1)C=1C(=C2COC(C2=CC1)=O)C (R)-5-(4-Benzylmorpholin-2-yl)-4-methyl-isobenzofuran-1(3H)-one